trans-4-((4-(1-Iso-propyl-1H-pyrazol-4-yl)pyridin-2-yl)-((trans-4-(4-methoxy-3-methylphenyl)-cyclohexyl)methyl)-carbamoyl)cyclohexyl 3-hydroxyazetidine-1-carboxylate OC1CN(C1)C(=O)O[C@@H]1CC[C@H](CC1)C(N(C[C@@H]1CC[C@H](CC1)C1=CC(=C(C=C1)OC)C)C1=NC=CC(=C1)C=1C=NN(C1)C(C)C)=O